Cl.C(C)(C)(C)N1N=NC(=C1)C(=O)N 1-(tert-butyl)-1H-1,2,3-triazole-4-carboxamide hydrochloride